3-amino-4-(2-(4-(4-chlorophenoxy)-3-fluorophenyl)-2H-1,2,3-triazol-4-yl)butanoic acid hydrochloride Cl.NC(CC(=O)O)CC1=NN(N=C1)C1=CC(=C(C=C1)OC1=CC=C(C=C1)Cl)F